CC1(CCCCC1)C(=O)O 1-methyl-cyclohexanoic acid